2-(7-(8-((1s,2r)-2-fluorocyclopropane-1-carbonyl)-3,8-diazabicyclo[3.2.1]oct-3-yl)-3H-imidazo[4,5-b]pyridin-2-yl)cyclopropane-1-carbonitrile F[C@H]1[C@@H](C1)C(=O)N1C2CN(CC1CC2)C2=C1C(=NC=C2)NC(=N1)C1C(C1)C#N